FC1=C(C(=CC=C1)F)C1=NC=2C(=NNC2C=2C=C(N=CC2N1)N1CCN(CC1)CCF)C 8-(2,6-difluorophenyl)-13-[4-(2-fluoroethyl)piperazin-1-yl]-5-methyl-3,4,7,9,12-pentazatricyclo[8.4.0.02,6]tetradeca-1(10),2(6),4,7,11,13-hexaene